N-(3-fluoro-4-(1-methyl-6-(1-Boc-pyrazol-4-yl)-1H-indazol-5-yloxy)phenyl)-6-isopropyl-2-oxo-1-(4-fluorophenyl)-1,2-dihydropyridine-3-carboxamide FC=1C=C(C=CC1OC=1C=C2C=NN(C2=CC1C=1C=NN(C1)C(=O)OC(C)(C)C)C)NC(=O)C=1C(N(C(=CC1)C(C)C)C1=CC=C(C=C1)F)=O